The molecule is a polyprenyl phospho oligosaccharide that consists of an alpha-D-GalNAc-(1->3)-alpha-D-GalNAc moiety linked via a diphospho group to ditrans,octacis-undecaprenol. It is a conjugate acid of an alpha-D-GalNAc-(1->3)-alpha-D-GalNAc-diphospho-ditrans,octacis-undecaprenol(2-). CC(=CCC/C(=C/CC/C(=C/CC/C(=C\\CC/C(=C\\CC/C(=C\\CC/C(=C\\CC/C(=C\\CC/C(=C\\CC/C(=C\\CC/C(=C\\COP(=O)(O)OP(=O)(O)O[C@@H]1[C@@H]([C@H]([C@H]([C@H](O1)CO)O)O[C@@H]2[C@@H]([C@H]([C@H]([C@H](O2)CO)O)O)NC(=O)C)NC(=O)C)/C)/C)/C)/C)/C)/C)/C)/C)/C)/C)C